2-[(2's,4r)-6-cyclopropyl-2'-fluoro-1-oxospiro[3H-isoquinoline-4,1'-cyclopropane]-2-yl]-N-(5-fluoropyrimidin-2-yl)acetamide C1(CC1)C=1C=C2C(=CC1)C(N(C[C@]21[C@H](C1)F)CC(=O)NC1=NC=C(C=N1)F)=O